FC=1OC2=C(C1)C1=C(C=C2OC)SC(=C1)C(C)=O 1-(2-Fluoro-4-methoxythieno[3,2-e]benzofuran-7-yl)ethane-1-one